C1N(CCC2=CC=CC=C12)C[C@H](CN1C(C2=CC=C(C=C2CC1)C(=O)N1CCNCC1)=O)O (R)-2-(3-(3,4-dihydroisoquinolin-2(1H)-yl)-2-hydroxypropyl)-6-(piperazine-1-carbonyl)-3,4-dihydroisoquinolin-1(2H)-one